FC(C(=O)N1CCC(CC1)O)(F)C=1C=CC(=C(C(=O)NC2=CC(=C(C=C2)F)C)C1)OC 5-(1,1-difluoro-2-(4-hydroxypiperidin-1-yl)-2-oxoethyl)-N-(4-fluoro-3-methylphenyl)-2-methoxybenzamide